C1(CC1)N(CC[C@@H](C(=O)O)NC(=O)OCC1=C(C(=CC=C1)Cl)Cl)CCCCC1=NC=2NCCCC2C=C1 (S)-4-(cyclopropyl(4-(5,6,7,8-tetrahydro-1,8-naphthyridin-2-yl)butyl)amino)-2-((((2,3-dichlorobenzyl)oxy)carbonyl)amino)butanoic acid